(6-amino-2,4-difluoro-3-hydroxyphenyl)propan-1-one aluminum bis(isobutylacetoacetate) C(C(C)C)CC(CC(=O)[O-])=O.C(C(C)C)CC(CC(=O)[O-])=O.[Al+2].NC1=CC(=C(C(=C1C(CC)=O)F)O)F